C(C(C)C)OC(=O)Cl.C1(CCCCC1)CC=1OC2=C(C=CC=C2C(C1)=O)OCCN1CCNCC1 (cyclohexylmethyl)-4-oxo-8-(2-piperazin-1-ylethoxy)chromene isobutyl-carbonochloridate